O1COC2C1=CCC2 dihydro-4H-cyclopenta[d][1,3]dioxol